(3r,4s)-1-(L-alanyl)-3-amino-4-(3-borapropyl)pyrrolidine-3-carboxylic acid N[C@@H](C)C(=O)N1C[C@]([C@H](C1)CCB)(C(=O)O)N